COC1=NC=C(C=C1NS(=O)(=O)C)C=1C=C2C(=NC=NC2=CC1)N1CCNCC1 N-(2-methoxy-5-(4-(piperazin-1-yl)quinazolin-6-yl)pyridin-3-yl)methanesulfonamide